C1=CC=CC=2C3=CC=CC=C3C(C12)COC(=O)NN 9H-fluoren-9-ylmethylhydrazinecarboxylate